C1(=CC=CC=C1)NN=CCl phenylchloromethylidenehydrazine